7-(4-cyclopropyl-1H-imidazol-1-yl)-2-(6-(4-isopropyl-4H-1,2,4-triazol-3-yl)pyridin-2-yl)isoquinolin-1(2H)-one C1(CC1)C=1N=CN(C1)C1=CC=C2C=CN(C(C2=C1)=O)C1=NC(=CC=C1)C1=NN=CN1C(C)C